C1(=C(C=CC=C1)C1=CC=CC=2NC=3C=C(C=C4NC=5C=CC=CC5B(C34)C12)N)C tolyl-5,9-dihydro-5,9-diaza-13b-boranaphth[3,2,1-de]anthracene-7-amine